C(C(C)C)OC1=CC=C(CN2C(N(CC(C2)C)C2CCN(CC2)C)=O)C=C1 1-(4-isobutoxybenzyl)-5-methyl-3-(1-methylpiperidin-4-yl)tetrahydropyrimidin-2(1H)-one